CC1=CC=C(OC(=O)CC2C3C=CC(C2)C3)C=C1 5-(4-methylphenoxycarbonylmethyl)-bicyclo[2.2.1]hept-2-ene